FC(C)(Cl)F Difluoro-chloroethane